FC(C=1C=C(C=NC1)CN)(F)F 1-[5-(trifluoro-methyl)pyridin-3-yl]methan-amine